N-[4-[(6,7-Dimethoxy-1,5-naphthyridin-4-yl)oxy]-3-fluorophenyl]-1-(2-methoxypyridin-4-yl)-6-methyl-2-oxopyridine-3-carboxamide COC=1N=C2C(=CC=NC2=CC1OC)OC1=C(C=C(C=C1)NC(=O)C=1C(N(C(=CC1)C)C1=CC(=NC=C1)OC)=O)F